[3-(1,1,2,3,3,3-hexafluoropropoxy)propyl]trimethoxysilane FC(C(C(F)(F)F)F)(OCCC[Si](OC)(OC)OC)F